Methyl 3-bromo-4,5-bis(bromomethyl)benzoate BrC=1C=C(C(=O)OC)C=C(C1CBr)CBr